4-cyclopropyl-3-(propan-2-yloxy)benzoic acid methyl ester COC(C1=CC(=C(C=C1)C1CC1)OC(C)C)=O